C(C)OC(=O)C1=C(OC2=C1C=C(C=C2)O)C.CP(C2=C(N)C=CC=C2)C 2-(Dimethylphosphino)aniline ethyl-5-hydroxy-2-methylbenzofuran-3-carboxylate